CN(C)C1=C(C=CC=C1Cl)[N+](=O)[O-] 2-chloro-N,N-dimethyl-6-nitroaniline